(3Z)-4-(iridiooxy)pent-3-en-2-one [Ir]O\C(=C/C(C)=O)\C